2,4-dimethyl-3-iodo-5-aminobenzoic acid CC1=C(C(=O)O)C=C(C(=C1I)C)N